tert-butyl (1R,2S,3S,5S)-3-((6-chloropyridazin-3-yl)(methyl)amino)-2-fluoro-8-azabicyclo[3.2.1]octane-8-carboxylate ClC1=CC=C(N=N1)N([C@@H]1[C@@H]([C@H]2CC[C@@H](C1)N2C(=O)OC(C)(C)C)F)C